chloro-N-[(dimethylamino)methylene]-5-nitrobenzenesulfonamide ClC1=C(C=C(C=C1)[N+](=O)[O-])S(=O)(=O)N=CN(C)C